4-bromophthalazin BrC1=NN=CC2=CC=CC=C12